[V].[Ta].[Co] cobalt tantalum vanadium